3,3'-(2-(2,6-dimethylpyridin-3-yl)-5-(4,6-diphenyl-1,3,5-triazin-2-yl)-1,3-phenylene)bis(9-phenyl-9H-carbazole) CC1=NC(=CC=C1C1=C(C=C(C=C1C=1C=CC=2N(C3=CC=CC=C3C2C1)C1=CC=CC=C1)C1=NC(=NC(=N1)C1=CC=CC=C1)C1=CC=CC=C1)C=1C=CC=2N(C3=CC=CC=C3C2C1)C1=CC=CC=C1)C